(R)-4-(2-((1-(5-chloro-6-oxo-1,6-dihydropyridazin-4-yl)pyrrolidin-3-yl)oxy)pyridin-4-yl)-N-cyclopropylbenzenesulfonamide selenium germanium zinc strontium [Sr].[Zn].[Ge].[Se].ClC1=C(C=NNC1=O)N1C[C@@H](CC1)OC1=NC=CC(=C1)C1=CC=C(C=C1)S(=O)(=O)NC1CC1